tert-butyl-2-(3-cyclopropyl-1-ethoxy-1-oxopropan-2-yl)-1-methylhydrazine-1-carboxylate C(C)(C)(C)OC(=O)N(NC(C(=O)OCC)CC1CC1)C